tert-butyl 3-(fluoromethyl)-3-((4-(trifluoromethoxy)phenyl)sulfonamido)pyrrolidine-1-carboxylate FCC1(CN(CC1)C(=O)OC(C)(C)C)NS(=O)(=O)C1=CC=C(C=C1)OC(F)(F)F